(1R,3S)-3-(3-{[(4-methyl-1,3-oxazol-2-yl)acetyl]amino}-1H-pyrazol-5-yl)cyclopentyl propan-2-ylcarbamate CC(C)NC(O[C@H]1C[C@H](CC1)C1=CC(=NN1)NC(CC=1OC=C(N1)C)=O)=O